3-methyl-3-oxo-3-thia-2-azabicyclo[4.4.0]decane-1(6),2,7,9-tetraene-9-carboxylic acid CS1(=NC=2C=C(C=CC2CC1)C(=O)O)=O